FC=1C=C2C=C(NC2=CC1C(=O)N1CCNCC1)C1=NNC=2CC(CCC12)(C)C 3-[5-fluoro-6-(piperazine-1-carbonyl)-1H-indol-2-yl]-6,6-dimethyl-4,5,6,7-tetrahydro-1H-indazole